C(C)(=O)O[C@@H]1[C@H](O[C@@H]([C@H]([C@@H]1OC(C)=O)OC(C)=O)COC(C)=O)OC1=C(C=C(C=C1)CBr)NC(CCNC(=O)OCC1C2=CC=CC=C2C=2C=CC=CC12)=O (2R,3S,4S,5R,6R)-2-(2-(3-((((9H-fluoren-9-yl)methoxy)carbonyl)amino)propanamido)-4-(bromomethyl)phenoxy)-6-(acetoxymethyl)tetrahydro-2H-pyran-3,4,5-triyl triacetate